COC1=CC(=NC(=C1)C(=O)O)C(=O)O 4-methoxypyridine-2,6-dicarboxylic acid